C(CCCCCCCCCCC)OCCOCCOCCOCCOCCOCCOCCOCCO octaethylene glycol mono-dodecyl ether